2-(5-((tert-butoxycarbonyl)amino)-2',6'-dimethyl-[1,1'-biphenyl]-3-yl)-4-((3-(cyclopropyldifluoromethyl)phenyl)carbamoyl)-5-methyl-1H-imidazole 3-oxide C(C)(C)(C)OC(=O)NC=1C=C(C=C(C1)C1=C(C=CC=C1C)C)C=1NC(=C([N+]1[O-])C(NC1=CC(=CC=C1)C(F)(F)C1CC1)=O)C